t-Butyl (3S)-3-[4-[3-cyano-4-(3-ethoxy-3-oxo-propyl)sulfanyl-pyrazolo[1,5-a]pyridin-6-yl]pyrazol-1-yl]piperidine-1-carboxylate C(#N)C=1C=NN2C1C(=CC(=C2)C=2C=NN(C2)[C@@H]2CN(CCC2)C(=O)OC(C)(C)C)SCCC(=O)OCC